COC1=CC=C(CN2S(C(C(C3=C2C=CC=C3)=O)C3=CC=CC=C3)(=O)=O)C=C1 1-(4-Methoxybenzyl)-3-phenyl-1H-2,1-benzothiazin-4(3H)-on-2,2-dioxid